CC(=O)NCCCC(=O)SCCNC(=O)CCNC(=O)[C@@H](C(C)(C)COP(=O)([O-])OP(=O)([O-])OC[C@@H]1[C@H]([C@H]([C@@H](O1)N2C=NC3=C(N=CN=C32)N)O)OP(=O)([O-])[O-])O The molecule is an acyl-CoA(4-) species arising from deprotonation of the phosphate and diphosphate OH groups of 4-acetamidobutanoyl-CoA; major species at pH 7.3. It is a conjugate base of a 4-acetamidobutanoyl-CoA.